C(=O)([O-])C(C1=NC(=NC=C1)[N-]S(=O)(=O)C1CC1)OC.[Li+].[Li+] lithium (4-(carboxylato(methoxy)methyl)pyrimidin-2-yl)(cyclopropylsulfonyl)amide